rac-tert-butyl (3R,4R)-3-((2-chloro-9-methyl-9H-purin-6-yl)-amino)-4-fluoropyrrolidine-1-carboxylate ClC1=NC(=C2N=CN(C2=N1)C)N[C@@H]1CN(C[C@H]1F)C(=O)OC(C)(C)C |r|